5-(1'-(2-ethylbutyl)-6'-oxo-1',6'-dihydro-[3,3'-bipyridin]-5-yl)-1-methylindolin-2-one C(C)C(CN1C=C(C=CC1=O)C=1C=NC=C(C1)C=1C=C2CC(N(C2=CC1)C)=O)CC